tert-Butyl methyl(2-(4-methyl-3-((1-(quinolin-5-yl)cyclopropyl)carbamoyl)phenoxy)ethyl)carbamate CN(C(OC(C)(C)C)=O)CCOC1=CC(=C(C=C1)C)C(NC1(CC1)C1=C2C=CC=NC2=CC=C1)=O